BrC=1C(=C(OCCCC2CCN(CC2)[C@H](C(=O)OCC)C)C=CC1)C (S)-ethyl 2-(4-(3-(3-bromo-2-methylphenoxy)propyl)piperidin-1-yl)propanoate